tert-butyl 4-((4-phenylpiperidine-4-carboxamido)methyl)piperidine-1-carboxylate C1(=CC=CC=C1)C1(CCNCC1)C(=O)NCC1CCN(CC1)C(=O)OC(C)(C)C